IC1=CC=C(N(C2=CC=CC=C2)C2=CC=C(C=C2)I)C=C1 4-iodo-N-(4-iodophenyl)-N-phenylaniline